1-(2-(ethylsulfonyl)-3-(5-(2,2,3,3,3-pentafluoropropoxy)pyrazin-2-yl)pyrazolo[1,5-a]pyrimidin-6-yl)ethan-1-one C(C)S(=O)(=O)C1=NN2C(N=CC(=C2)C(C)=O)=C1C1=NC=C(N=C1)OCC(C(F)(F)F)(F)F